purin-8-one N=1C=NC2=NC(N=C2C1)=O